8-oxa-azabicyclo[3.2.1]octane-6-carbonitrile hydrochloride Cl.N12CCCC(C(C1)C#N)O2